methyl (2R)-2-{[(tert-butoxy)carbonyl]amino}-3-(iodozincio)propanoate C(C)(C)(C)OC(=O)N[C@H](C(=O)OC)C[Zn]I